C(=C)[Si](O[Si](C=C)(OCC)OCC)(OCC)OCC 1,3-divinyltetraethoxydisiloxane